N,N'-bis(3-phenylbut-3-enyl)hexahydropyrroloisoquinoline C1(=CC=CC=C1)C(CCN1CC2=C3C(CCC2CC1)N(C=C3)CCC(=C)C3=CC=CC=C3)=C